CC1=C(C=C(C=C1[N+](=O)[O-])C)C1=CC=C(O1)C=C1C(C2=C(S1)C=CC=C2)=O 2-[[5-(2,5-Dimethyl-3-nitrophenyl)-2-furanyl]methylene]benzo[b]thiophen-3(2H)-one